CSC1=NC=CC(=N1)C1=CC=2C(NCCC2N1)=O 2-[2-(methylsulfanyl)pyrimidin-4-yl]-1H-5H-6H-7H-pyrrolo[3,2-c]pyridin-4-one